Cl.NC1CCC(CC1)(C(=O)N1CCC(CC1)CNC(CCl)=O)NC1=CC=C(C=C1)Cl N-((1-(4-amino-1-((4-chlorophenyl)amino)cyclohexane-1-carbonyl)piperidin-4-yl)methyl)-2-chloroacetamide hydrochloride